CC(CN(C1=CC=CC2=CC=CC=C12)C)(C)C N-(2,2-dimethylpropyl)-N-methyl-naphthalene-1-amine